C1CC12C(C1(CCNCC1)OC2)N 11-oxa-8-azadispiro[2.1.55.23]dodecane-4-amine